2-(((6-(azetidin-1-yl)hexanoyl)oxy)methyl)propane-1,3-diyl dioleate C(CCCCCCC\C=C/CCCCCCCC)(=O)OCC(COC(CCCCCCC\C=C/CCCCCCCC)=O)COC(CCCCCN1CCC1)=O